C1(CC1)C1=NN(C=2C(=NN(C(C21)=O)CC(=O)N[C@@H](C)C2=CC=C(C=C2)C(F)(F)F)C)C (S)-2-(3-cyclopropyl-1,7-dimethyl-4-oxo-1,4-dihydro-5H-pyrazolo[3,4-d]pyridazin-5-yl)-N-(1-(4-(trifluoromethyl)phenyl)ethyl)acetamide